O=C1N(C2=CC=C(C=3C2=C1C=CC3)CC3=CC=C(C=C3)CN3CC(C3)N3CCNCC3)C3C(NC(CC3)=O)=O 3-(2-Oxo-6-(4-((3-(piperazin-1-yl)azetidin-1-yl)methyl)benzyl)benzo[cd]indol-1(2H)-yl)piperidine-2,6-dione